FC(CCF)(I)F 1,1,3-trifluoro-1-iodo-propane